C(C(C)C)(=O)[O-] (E) and (Z)-isobutyrate